1-(4-((2-oxopyridin-1(2H)-yl)methyl)benzyl)-1H-pyrazole-4-carboxylic acid ethyl ester C(C)OC(=O)C=1C=NN(C1)CC1=CC=C(C=C1)CN1C(C=CC=C1)=O